ClC1=NNC2=CC(=CC=C12)/C=C/C(=O)NC=1C=C(C=C(C1C)F)CCC(=O)O (E)-3-(3-(3-(3-chloro-1H-indazol-6-yl)acrylamido)-5-fluoro-4-methylphenyl)propionic acid